methylmagnesium (1+) C[Mg+]